4-methylbenzoxazine CC1=CNOC2=C1C=CC=C2